N-((2S,4R)-3-propenoyl-2,4-dimethyl-1-oxa-3,8-diazaspiro[4.5]decane-8-carbonyl)-N-methyl-L-valine methyl ester COC([C@@H](N(C)C(=O)N1CCC2([C@H](N([C@@H](O2)C)C(C=C)=O)C)CC1)C(C)C)=O